CC1CN(CCN1)CC=1C=CC(=NC1)NC1=NC=CC=N1 N-(5-((3-methylpiperazin-1-yl)methyl)pyridin-2-yl)pyrimidin-2-amine